6-((tert-Butoxycarbonyl)amino)-2,3-dichloropyridine-4-thiol sodium salt [Na].C(C)(C)(C)OC(=O)NC1=CC(=C(C(=N1)Cl)Cl)S